5-((4-(3-cyclopropylprop-1-ynyl)phenyl)amino)-1H-1,2,3-triazole-4-carboxylic acid ethyl ester C(C)OC(=O)C=1N=NNC1NC1=CC=C(C=C1)C#CCC1CC1